((1-(1H-indol-3-yl)propan-2-yl)amino)-2,2-difluoropropan-1-ol N1C=C(C2=CC=CC=C12)CC(C)NC(C(C)(F)F)O